C(CCC)OC(CCCCCC=CC=CCC)OCCCC 12,12-dibutoxy-3,5-dodecadiene